[Na+].[Na+].C1=C(C=CC2=CC(=CC=C12)S(=O)(=O)[O-])S(=O)(=O)[O-] 2,6-Naphthalenedisulfonic acid disodium salt